P(=O)(OC(C)(C)C)(OC1=C2C(=CNC2=CC=C1)CCN(C)C)O tert-Butyl [3-[2-(dimethylamino)ethyl]-1H-indol-4-yl] hydrogen phosphate